2,2,2-trifluoro-1-(7-iodo-4,5-dihydro-1H-benzo[d]azepine-3(2H)-yl)ethanone FC(C(=O)N1CCC2=C(CC1)C=C(C=C2)I)(F)F